C1(=CC=CC=C1)C=1OC2=C(N1)C=C(C=C2)NC(C2=CC=CC=C2)=O N-(2-phenyl-1,3-benzoxazol-5-yl)benzamide